C(C=C)[C@H]1[C@H](CC[C@H](O1)C)C (2R,3R,5S,6S)-6-allyl-2,5-dimethyltetrahydro-2H-pyran